FS(C1=CC=C(C=C1)N[C@@H]1CC[C@H](CC1)S(=O)(=O)C1=CC=C(C=C1)C=1C=C2C(=NNC2=CC1)C#N)(F)(F)(F)F 5-(4-{[trans-4-{[4-(pentafluoro-λ6-sulfanyl)phenyl]Amino}cyclohexyl]sulfonyl}phenyl)-1H-indazole-3-carbonitrile